5-acetyl-1,3-diacryloylhexahydro-1,3,5-triazine C(C)(=O)N1CN(CN(C1)C(C=C)=O)C(C=C)=O